1-[3-(Deuteriomethoxy)phenyl]propan-2-amine [2H]COC=1C=C(C=CC1)CC(C)N